CC1(O[C@H]2[C@@H](O1)C(C[C@@H]2C=2C=C(C=C(C2)OC)CNC(OC(C)(C)C)=O)=O)C tert-butyl N-({3-[(3aR,4R,6aR)-2,2-dimethyl-6-oxo-tetrahydrocyclopenta[d][1,3]dioxol-4-yl]-5-methoxyphenyl}methyl)carbamate